1-ethyl-N-((1,2,3,5,6,7-hexahydro-s-indacen-4-yl)carbamoyl)piperidine-4-sulfonamide C(C)N1CCC(CC1)S(=O)(=O)NC(NC1=C2CCCC2=CC=2CCCC12)=O